2,2-dimethyl-4,14-dioxo-13-(piperidin-4-yl)-3,7,10-trioxa-13-azaheptadecan-17-oic acid CC(C)(OC(CCOCCOCCN(C(CCC(=O)O)=O)C1CCNCC1)=O)C